N,N-dimethyl-1,3-bis(trimethylsilyl)-1,3-diaza-2-silacyclohexane-2-amine CN([SiH]1N(CCCN1[Si](C)(C)C)[Si](C)(C)C)C